C1(CC1)CNC1=NC=C(C(=N1)NC1=CC=CC=C1)C(=O)N 2-(cyclopropylmethylamino)-4-(phenylamino)pyrimidine-5-carboxamide